benzyl ((2S,3S,4R)-2,3-dimethyl-6-morpholino-1,2,3,4-tetrahydroquinolin-4-yl)carbamate C[C@@H]1NC2=CC=C(C=C2[C@@H]([C@H]1C)NC(OCC1=CC=CC=C1)=O)N1CCOCC1